B(O)(O)CCCC12C(N(CC1)C)CNC2C(=O)O 3a-(3-boronopropyl)-1-methyloctahydropyrrolo[3,4-b]pyrrole-4-carboxylic acid